diethyl (E)-2-(2-(dimethylamino)vinyl)pyridine-3,5-dicarboxylate CN(/C=C/C1=NC=C(C=C1C(=O)OCC)C(=O)OCC)C